C1(CC1)N1CCC2(CCN(CC2)C2=C(C=C(C(=C2)OC)C2=NC=C3C=C(C=4N(C3=C2)C=CN4)C4=C(C(=CC(=C4Cl)OC)OC)Cl)NC(C=C)=O)CC1 N-(2-(9-cyclopropyl-3,9-diazaspiro[5.5]undec-3-yl)-5-(4-(2,6-dichloro-3,5-dimethoxyphenyl)imidazo[1,2-a][1,6]naphthyridin-8-yl)-4-methoxyphenyl)acrylamide